N,N-diisopropylmonomethylamine C(C)(C)N(C(C)C)C